2-((5,8-dioxaspiro[3.4]octan-2-yl)methyl)-7-fluoro-5-methylisoindolin-1-one C1C(CC12OCCO2)CN2C(C1=C(C=C(C=C1C2)C)F)=O